CC1=CNC(OC1=O)=O 5-methyl-2H-1,3-oxazine-2,6(3H)-dione